tert-butyl 3-(2'-oxospiro[cyclohexane-1,3'-indolin]-6'-yl)piperidine-1-carboxylate O=C1NC2=CC(=CC=C2C12CCCCC2)C2CN(CCC2)C(=O)OC(C)(C)C